TOSYL-(3-BROMoBENZYL)-METHYLISOCYANIDE S(=O)(=O)(C1=CC=C(C)C=C1)C(CC1=CC(=CC=C1)Br)[N+]#[C-]